O-(4-isopropylphenyl) S-methyl dithiocarbonate C(SC)(OC1=CC=C(C=C1)C(C)C)=S